COC(=O)C=1C(=NC=C(C1)C=1CCOCC1)OC1=C(C=C(C=C1)C#N)OC 2-(4-cyano-2-methoxy-phenoxy)-5-(3,6-dihydro-2H-pyran-4-yl)pyridine-3-carboxylic acid methyl ester